6-methyl-3-((8-thiomorpholinylpyrido[3,4-d]pyrimidin-2-yl)amino)-5,6,7,8-tetrahydro-1,6-naphthyridin-2(1H)-one CN1CC=2C=C(C(NC2CC1)=O)NC=1N=CC2=C(N1)C(=NC=C2)N2CCSCC2